Cl.Cl.C[C@@H]1CN(C[C@@H](N1)C)C=1N=NC(=CN1)C1=C(C=C(C=C1)C=1N=CC=2N(C1)C=C(N2)C)O 2-{3-[(3R,5S)-3,5-dimethylpiperazin-1-yl]-1,2,4-triazin-6-yl}-5-(2-methylimidazo[1,2-a]pyrazin-6-yl)phenol dihydrochloride